C1C(CC12CNCC2)C(=O)O 6-azaspiro[3.4]octan-2-carboxylic acid